1-(cyclobutylsulfonyl)-4-fluorobenzene C1(CCC1)S(=O)(=O)C1=CC=C(C=C1)F